4-(4,4-difluoropiperidin-3-yl)picolinamide, trifluoroacetic acid salt FC(C(=O)O)(F)F.FC1(C(CNCC1)C1=CC(=NC=C1)C(=O)N)F